C(CCCCCCCCCCCCCCCCC)C1C2C=CC(C1)C2 5-octadecyl-bicyclo[2.2.1]hept-2-ene